Cl.NCC1=CC=C(C=N1)C1=CC=C(C(=N1)OC)NC(=O)C=1C(=NOC1C)C1=CC=CC=C1 N-[6-[6-(Aminomethyl)-3-pyridyl]-2-methoxy-3-pyridyl]-5-methyl-3-phenyl-isoxazole-4-carboxamide hydrochloride